3-carbamimidamido-2-methylpropanoic acid N(C(=N)N)CC(C(=O)O)C